CC1=NN=C(O1)CCC(=O)N1CC2=CC(=CC=C2CC1)OC1=CC=C(C=C1)C(F)(F)F 3-(5-methyl-1,3,4-oxadi-azol-2-yl)-1-(7-(4-(trifluoromethyl)phenoxy)-3,4-dihydroisoquinolin-2(1H)-yl)propan-1-one